2-(((1r,4r)-4-((4-methoxy-5-(1-methyl-1H-benzo[d][1,2,3]triazol-6-yl)-7H-pyrrolo[2,3-d]pyrimidin-2-yl)amino)cyclohexyl)oxy)ethan-1-ol COC=1C2=C(N=C(N1)NC1CCC(CC1)OCCO)NC=C2C=2C=CC1=C(N(N=N1)C)C2